3-(5-(((1S,2R)-2-((2-hydroxyethyl)amino)cyclohexyl)oxy)-1-oxoisoindolin-2-yl)piperidine-2,6-dione OCCN[C@H]1[C@H](CCCC1)OC=1C=C2CN(C(C2=CC1)=O)C1C(NC(CC1)=O)=O